C[C@H]1[C@@H]([C@H]([C@H]([C@@H](O1)O[C@@H]2[C@H]([C@@H]([C@H](O[C@H]2OC(=O)[C@@]34CC[C@@]5(C(=CC[C@H]6[C@]5(CC[C@@H]7[C@@]6(C[C@H]([C@@H]([C@@]7(C)CO)O[C@H]8[C@@H]([C@H]([C@@H]([C@H](O8)CO)O)O)O)O)C)C)[C@@H]3CC(CC4)(C)C)C)CO)O)O)O)O)O The molecule is a triterpenoid saponin that is arjunolic acid attached to a beta-D-glucopyranosyl residue at position 3 and a alpha-L-rhamnopyranosyl-(1->2)-beta-D-glucopyranosyl residue at position 28. Isolated from the methanolic extract of the leaves of Symplocos lancifolia, it exhibits antibacterial activity. It has a role as an antibacterial agent and a plant metabolite. It is a triterpenoid saponin and a pentacyclic triterpenoid. It derives from an arjunolic acid.